(R)-3-(5-(3-((4-(trifluoromethyl)phenyl)amino)pyridin-2-yl)-1,3,4-oxadiazol-2-yl)-3-vinylpyrrolidin-2-one FC(C1=CC=C(C=C1)NC=1C(=NC=CC1)C1=NN=C(O1)[C@]1(C(NCC1)=O)C=C)(F)F